(E,Z)-α-farnesene CC(C)=CCC\C(\C)=C\C\C=C(\C)/C=C